6-(4-((4-(1H-pyrazol-4-yl)phenyl)amino)-5-methoxy-pyrimidin-2-yl)-N,N-diethyl-1H-indole-2-carboxamide N1N=CC(=C1)C1=CC=C(C=C1)NC1=NC(=NC=C1OC)C1=CC=C2C=C(NC2=C1)C(=O)N(CC)CC